(3,5-dichlorophenyl)borinic acid ClC=1C=C(C=C(C1)Cl)BO